N-[2-amino-5-(4-fluorophenyl)phenyl]-4-[(3-methylimidazol-4-yl)sulfonimidoyl]benzamide NC1=C(C=C(C=C1)C1=CC=C(C=C1)F)NC(C1=CC=C(C=C1)S(=O)(=N)C=1N(C=NC1)C)=O